2H,6H-oxazolo[5,4,3-ij]Quinoline-5-carboxylic acid ethyl ester C(C)OC(=O)C1=CN2C3=C(C=CC=C3C1)OC2